COC1=C(C=CC=C1CC1=NNC(C2=CC=CC=C12)=O)C1=CC2=C(NC(=N2)NC(OC)=O)C=C1 Methyl (5-(2-methoxy-3-((4-oxo-3,4-dihydrophthalazin-1-yl)methyl)phenyl)-1H-benzoimidazol-2-yl)carbamate